calcium-indium sulfur N-[(rel-(1R,3-endo,5S,6S,7R)-7-(tris(4-methoxyphenyl)methoxy)-6-acetoxy-8-methyl-8-azabicyclo[3.2.1]octane-3-yl)]succinamic acid COC1=CC=C(C=C1)C(O[C@H]1[C@H]([C@@H]2CC(C[C@H]1N2C)NC(CCC(=O)O)=O)OC(C)=O)(C2=CC=C(C=C2)OC)C2=CC=C(C=C2)OC.[S].[In].[Ca] |o1:10,11,12,16|